5-(4,6-dichloroindolin-1-yl)sulfonylisoquinolin-1-ol ClC1=C2CCN(C2=CC(=C1)Cl)S(=O)(=O)C1=C2C=CN=C(C2=CC=C1)O